1-{4-[2-isobutyl-7-((R)-1-quinolin-3-yl-ethylamino)-2H-pyrazolo[4,3-d]pyrimidin-5-yl]-piperazin-1-yl}-ethanone C(C(C)C)N1N=C2C(N=C(N=C2N[C@H](C)C=2C=NC3=CC=CC=C3C2)N2CCN(CC2)C(C)=O)=C1